ClC1=NC2=CN=CC=C2C2=C1NC1=C2C=CN=C1 6-chloro-7H-pyrido[4',3':4,5]pyrrolo[2,3-c][1,7]naphthyridine